N1(N=CC=C1)CC1=CC2=C(C(=NO2)NS(=O)(=O)C=2C(=CC=C3C(CCOC23)O)OC)C(=C1F)OC N-(6-((1H-pyrazol-1-yl)methyl)-5-fluoro-4-methoxybenzo[d]isoxazol-3-yl)-4-hydroxy-7-methoxychroman-8-sulfonamide